FC1=C(C=C(C(=C1)C)C=1C=NC(=C(C1)N1CCOCC1)OC1CCOCC1)NC(=O)N1C[C@@H](OCC1)C(F)(F)F (2R)-N-[2-fluoro-4-methyl-5-[5-(morpholin-4-yl)-6-(oxan-4-yloxy)pyridin-3-yl]phenyl]-2-(trifluoromethyl)morpholine-4-carboxamide